BrC=1C=C(C(N(C1)C)=O)NC1=NC=C(C=C1)N1CCN(CC1)C1COC1 5-Bromo-1-methyl-3-(5-(4-(oxetan-3-yl)piperazin-1-yl)pyridin-2-ylamino)pyridin-2(1H)-one